((4-chloro-5-((3-(2,3-dihydrobenzo[b][1,4]dioxin-6-yl)2-methylbenzyl)oxy)-2-((2-(methoxycarbonyl)piperidin-1-yl)methyl)phenoxy)methyl)nicotinic acid ClC1=CC(=C(OCC2=C(C(=O)O)C=CC=N2)C=C1OCC1=C(C(=CC=C1)C1=CC2=C(OCCO2)C=C1)C)CN1C(CCCC1)C(=O)OC